N4-(benzo[d][1,3]dioxol-5-yl)-N2-(2-fluoro-3-(trifluoromethyl)phenyl)-5-(trifluoromethyl)pyrimidine-2,4-diamine O1COC2=C1C=CC(=C2)NC2=NC(=NC=C2C(F)(F)F)NC2=C(C(=CC=C2)C(F)(F)F)F